3-[[1-(fluoromethyl)cyclopropyl]methyl]benzimidazol-5-carboxylate FCC1(CC1)CN1C=NC2=C1C=C(C=C2)C(=O)[O-]